BrC1=CC(=CC=2C=C3N(C12)CCC3)O[Si](C)(C)C(C)(C)C 5-bromo-7-((tert-butyldimethylsilyl)oxy)-2,3-dihydro-1H-pyrrolo[1,2-a]indole